CN(C1=CC=C(C(=O)OCC(CCCC)CC)C=C1)C 2-ethylhexyl 4-dimethylaminobenzoate